3-(5-(3,6-diazabicyclo[3.1.1]hept-6-yl)-2-methyl-4-oxoquinazolin-3(4H)-yl)piperidine-2,6-dione hydrochloride Cl.C12CNCC(N1C1=C3C(N(C(=NC3=CC=C1)C)C1C(NC(CC1)=O)=O)=O)C2